BrCC1=CC(=CC=C1)C(F)(F)F 1-(Bromomethyl)-3-(trifluoromethyl)benzene